tert-butyl 4-[5-methyl-3-[4-(4-methylpiperazin-1-yl)anilino]-6-oxo-8H-pyrimido[5,4-c]pyridazin-7-yl]-3,4-dihydro-2H-quinoline-1-carboxylate CN1C(N(CC=2N=NC(=CC21)NC2=CC=C(C=C2)N2CCN(CC2)C)C2CCN(C1=CC=CC=C21)C(=O)OC(C)(C)C)=O